(R)-N-Boc-3-acetylpiperidine C(=O)(OC(C)(C)C)N1C[C@@H](CCC1)C(C)=O